BrC=1C=C(C=CC1OC)CCNC(=O)C12CC3(CC(CC(C1)C3)C2)C2=CC=C(C=C2)Cl 3-(4-Chloro-phenyl)-adamantane-1-carboxylic acid [2-(3-bromo-4-methoxy-phenyl)-ethyl]-amide